(1r,6r)-4'-butyl-2',6'-dihydroxy-6-(prop-1-en-2-yl)-1,4,5,6-tetrahydro-[1,1'-biphenyl]-3-carboxylic acid C(CCC)C1=CC(=C(C(=C1)O)[C@@H]1C=C(CC[C@H]1C(=C)C)C(=O)O)O